NC=1SC2=C(C=NC(=C2)C2=CCC(CC2)=O)N1 4-(2-aminothiazolo[4,5-c]pyridin-6-yl)cyclohex-3-en-1-one